2-(8-fluoro-4-{[(3R)-1-methylpiperidin-3-yl]amino}pyrrolo[1,2-d][1,2,4]triazin-1-yl)-5-(trifluoromethoxy)phenol hydrochloride Cl.FC=1C=CN2C(=NN=C(C21)C2=C(C=C(C=C2)OC(F)(F)F)O)N[C@H]2CN(CCC2)C